4-methyl-6-(4,5-dioxaborolan-2-yl)quinazoline CC1=NC=NC2=CC=C(C=C12)C1BOOC1